C(C)(C)(C)OC(=O)N1C[C@H](CC1)NC=1C=NN(C1)C.FC=1C=C2C(CN=CC2=CC1)[2H] 6-fluoro-3,4-dihydroisoquinoline-4-d tert-butyl-(3S)-3-[(1-methyl-1H-pyrazol-4-yl)amino]pyrrolidine-1-carboxylate